3-(dimethylsulfamoyl)-4-(2-methoxyethylamino)benzoic acid CN(S(=O)(=O)C=1C=C(C(=O)O)C=CC1NCCOC)C